(1-phenylcyclopropyl)pivaloylamide C1(=CC=CC=C1)C1(CC1)[N-]C(C(C)(C)C)=O